[Pt].C(C)(C)(C)C1=C(OP2OCC3(CO2)COP(OC3)OC3=C(C=C(C=C3)C(C)(C)C)C(C)(C)C)C=CC(=C1)C(C)(C)C {3,9-bis(2,4-di-tert-butylphenoxy)-2,4,8,10-tetraoxa-3,9-diphosphaspiro[5.5]undecane} platinum